N-butyltriazolium C(CCC)[N+]=1NN=CC1